C12CC(CC(CCC1)N2)N(C=2SC1=C(C=NC(=C1)C=1C=C(C=3N(C1)C=C(N3)C)C#N)N2)C 6-{2-[9-Azabicyclo[3.3.1]non-3-yl(methyl)amino][1,3]thiazolo[4,5-c]pyridin-6-yl}-2-methylimidazo[1,2-a]pyridin-8-carbonitril